1-phenylethenol C1(=CC=CC=C1)C(=C)O